(S)-N-(tert-butyl)-4-(2-(4-fluorobenzamido)-3-phenylpropanamido)piperidine-1-carboxamide C(C)(C)(C)NC(=O)N1CCC(CC1)NC([C@H](CC1=CC=CC=C1)NC(C1=CC=C(C=C1)F)=O)=O